1-(2-(3,5-dichlorobenzyl)-2,8-diazaspiro-[4.5]decane-8-carbonyl)-4-methyl-1H-pyrazole-3-carboxylic acid ClC=1C=C(CN2CC3(CC2)CCN(CC3)C(=O)N3N=C(C(=C3)C)C(=O)O)C=C(C1)Cl